C(C)(C)(C)N(C(O)=O)[C@@H](C(=O)N(C)C)C.C(C(=C)C)(=O)OCC1SC(OC1)=O methacryloyloxymethyl-1,3-oxathiolane-2-on (R)-tert-butyl-(1-(dimethylamino)-1-oxopropan-2-yl)carbamate